FC1=C(C(=CC=C1)F)C1NCC2NNC(N2C2SC3CCCC3C12)C=1N=NC=CC1 9-(2,6-difluorophenyl)-3-pyridazin-3-yl-16-thia-2,4,5,8-tetraazatetracyclo[8.6.0.02,6.011,15]Hexadecan